ClC1=NC=CC(=N1)N1CCN(CC1)C(=O)OC(C)(C)C tert-butyl 4-(2-chloropyrimidin-4-yl)piperazine-1-carboxylate